Benzyl 3-(methylamino)-4-morpholino-4-oxobutyrate CNC(CC(=O)OCC1=CC=CC=C1)C(=O)N1CCOCC1